2-(4-methoxy-1H-indole-2-carboxamido)propanoic acid COC1=C2C=C(NC2=CC=C1)C(=O)NC(C(=O)O)C